C(C)O[C@H]1CC[C@@H]([C@H](C1)C1=CC=C(C(=O)O)C=C1)OC1=C2C=CNC2=C(C=C1OC)C 4-((1R,2S,5S)-5-ethoxy-2-((5-methoxy-7-methyl-1H-indol-4-yl)oxy)cyclohexyl)benzoic acid